4-CHLORO-7-HYDROXYINDOLE-3-CARBOXALDEHYDE ClC1=C2C(=CNC2=C(C=C1)O)C=O